ClC=1C=C2CCN(CC2=C(C1)[C@H]1N(CCC1)C(=O)OC(C)(C)C)C(COC)=O tert-butyl (S)-2-(6-chloro-2-(2-methoxyacetyl)-1,2,3,4-tetrahydroisoquinolin-8-yl)pyrrolidine-1-carboxylate